C1C(CCC2=CC=CC=C12)=O 3,4-dihydronaphthalene-2(1H)-one